N-((6S,7S)-6-((2,5-difluoro-[1,1'-biphenyl]-3-yl)methyl)-5-azaspiro[2.4]heptane-7-yl)-1-fluoromethanesulfonamide FC1=C(C=C(C=C1C[C@@H]1NCC2(CC2)[C@@H]1NS(=O)(=O)CF)F)C1=CC=CC=C1